FC=1C=CC(=C(C1)[C@@H](N1C(C2=CC(=CC=C2C1)N1CCNCC1)=O)C=1NC2=CC=CC=C2C1)O (R)-2-((5-fluoro-2-hydroxyphenyl)(1H-indol-2-yl)methyl)-6-(piperazin-1-yl)isoindolin-1-one